ClC1=C(N=C2N1N=CC=C2C)C chloro-2,8-dimethyl-imidazo[1,2-b]pyridazine